C(C)C1=C(C=CC(=C1)CCCCC)C#CC1=CC(=C(N)C(=C1)F)F 4-[2-(2-ethyl-4-n-pentyl-phenyl)ethynyl]-2,6-difluoro-aniline